3-(N-morpholinyl)-2-hydroxypropanesulfonic acid sodium salt [Na+].N1(CCOCC1)CC(CS(=O)(=O)[O-])O